CC(C)(C#C)NC(C1=CC=C(C=C1)C=1N=C(SC1)SC=1SC(=CN1)[N+](=O)[O-])=O N-(2-methylbutan-3-yn-2-yl)-4-(2-((5-nitrothiazol-2-yl)thio)thiazol-4-yl)benzamide